N-((1S)-(4,4-difluorocyclohexyl)(6-(((5R)-2-oxo-5-(trifluoromethyl)piperidin-3-yl)methyl)imidazo[1,2-b]pyridazin-2-yl)methyl)-3-(1-fluorocyclopropyl)isoxazole-4-carboxamide FC1(CCC(CC1)[C@H](NC(=O)C=1C(=NOC1)C1(CC1)F)C=1N=C2N(N=C(C=C2)CC2C(NC[C@@H](C2)C(F)(F)F)=O)C1)F